methyl 4-((2-chloroethyl) amino)-3,5-dinitrobenzoate ClCCNC1=C(C=C(C(=O)OC)C=C1[N+](=O)[O-])[N+](=O)[O-]